OCC(C(=O)O)=C(C)CO 2,3-dihydroxymethylbutenoic acid